CC=1C(=NN(C1)C1=CC=C(C=C1)OC(F)(F)F)N1CCC(CC1)OCCN1CCOCC1 4-[2-[[1-[4-methyl-1-[4-(trifluoromethoxy)phenyl]pyrazol-3-yl]-4-piperidyl]oxy]ethyl]morpholine